C(CCCCCCCCC(=O)OC(C)(C)C)(=O)OC(C)(C)C di-t-butyl sebacate